tert-butyl 4-(1-(5-cyclopropyloxy-2-methyl-4-nitrophenyl)piperidin-4-yl)piperazine-1-carboxylate C1(CC1)OC=1C(=CC(=C(C1)N1CCC(CC1)N1CCN(CC1)C(=O)OC(C)(C)C)C)[N+](=O)[O-]